hexanoate Iron [Fe+2].C(CCCCC)(=O)[O-].C(CCCCC)(=O)[O-]